C(C1=CC=CC=C1)OC1(C2=NN=C(C=3C(=CC(=C(N(CCC=CCC1)CC(=O)OCC)N3)C(F)(F)F)N(C(=O)OC(C)(C)C)C(=O)OC(C)(C)C)O2)C(F)(F)F ethyl 2-[6-benzyloxy-17-[bis(tert-butoxycarbonyl)amino]-6,15-bis(trifluoromethyl)-19-oxa-3,4,13,18-tetrazatricyclo[12.3.1.12,5]nonadeca-1(18),2,4,9,14,16-hexaen-13-yl]acetate